4-fluoro-3-trifluoromethyl-phenylamine FC1=C(C=C(C=C1)N)C(F)(F)F